C(C)(C)(CC(C)(C)C)N=P(N(C)C)(N(C)C)N(C)C Tertiary octyl-imino-tris(dimethylamino)phosphorane